1-(3,5-bistrifluoromethylphenyl)-3-(2,2-bis(1H-indol-3-yl)ethyl)thiourea FC(C=1C=C(C=C(C1)C(F)(F)F)NC(=S)NCC(C1=CNC2=CC=CC=C12)C1=CNC2=CC=CC=C12)(F)F